(2S)-2-[[(2R,5R)-2,5-dimethylpyrrolidine-1-carbonyl]amino]-4-[2-ethoxyethyl-[4-(5,6,7,8-tetrahydro-1,8-naphthyridin-2-yl)butyl]amino]butanoic acid C[C@H]1N([C@@H](CC1)C)C(=O)N[C@H](C(=O)O)CCN(CCCCC1=NC=2NCCCC2C=C1)CCOCC